C(C1=CC=CC=C1)N1C=NC2=C1C=C(C=C2)C2=NNC(=C2)NC(C2=CC=C(C=C2)N2CCOCC2)=O N-(3-(1-benzyl-1H-benzo[d]imidazol-6-yl)-1H-pyrazol-5-yl)-4-morpholinylbenzamide